CC=1N=CSC1C1=CC=C(C=C1)CNC1CCOCC1 N-[[4-(4-methylthiazol-5-yl)phenyl]methyl]tetrahydropyran-4-amine